CN1C(NCC2=C1C1=C(N=C2)N(C=C1)S(=O)(=O)C1=CC=CC=C1)=O 1-methyl-7-(phenylsulfonyl)-1,3,4,7-tetrahydro-2H-pyrrolo[3',2':5,6]pyrido[4,3-d]pyrimidin-2-one